1-[2-[4-chloro-5-fluoro-1'-(1H-indazole-5-carbonyl)-2-oxospiro[indole-3,4'-piperidin]-1-yl]acetyl]pyrrolidine-2-carbonitrile ClC1=C2C(=CC=C1F)N(C(C21CCN(CC1)C(=O)C=1C=C2C=NNC2=CC1)=O)CC(=O)N1C(CCC1)C#N